C(C=C)(=O)OCC(CCO)O 2-hydroxy-hydroxybutyl acrylate